methyl 5-(methylamino)-6-(3-methylimidazo[4,5-c]pyridin-7-yl)-3-[4-[rel-(1R)-1-(4-methylpiperazin-1-yl)ethyl]anilino]pyrazine-2-carboxylate CNC=1N=C(C(=NC1C=1C2=C(C=NC1)N(C=N2)C)C(=O)OC)NC2=CC=C(C=C2)[C@@H](C)N2CCN(CC2)C |o1:29|